1-[[2-(difluoro-methoxy)pyridin-4-yl]methyl]-3-[3-(trifluoro-methyl)-1-bicyclo[1.1.1]pentanyl]urea FC(OC1=NC=CC(=C1)CNC(=O)NC12CC(C1)(C2)C(F)(F)F)F